NC1=NC=2C=C(C=CC2C2=C1[C@@H](OC2)C)CN(C(=O)C=2C=NC(=CC2)C2CC2)C=2C(=NC=CC2)S(=O)(=O)C N-{[(3S)-4-amino-3-methyl-1H,3H-furo[3,4-c]quinolin-7-yl]methyl}-6-cyclopropyl-N-(2-methanesulfonylpyridin-3-yl)pyridine-3-carboxamide